ClC1=CC(=CC(=N1)NCC1=CC=C(C=C1)OC)I 6-Chloro-4-iodo-N-(4-methoxybenzyl)pyridin-2-amine